3-allyl-pyrrolidin-2-one C(C=C)C1C(NCC1)=O